NC1CCN(CC1)C1=C(C=NC2=CC=C(C=C12)C1=CC=CC=2NC(NC21)=O)C2=CC(=CC(=C2)C)F 4-[4-(4-aminopiperidin-1-yl)-3-(3-fluoro-5-methylphenyl)quinolin-6-yl]-2,3-dihydro-1H-1,3-benzodiazol-2-one